2,2,4,7,7,9-hexamethyl-1,2,6,7-tetrahydropyrido[2,3-g]quinoline CC1(C=C(C=2C(=CC=3C(=CC(NC3C2)(C)C)C)N1)C)C